(1S,2S,3S,4R,5S)-5-[3-[[4-(4-allyloxybutyl)phenyl]methyl]-4-methyl-phenyl]-2,3,4-tribenzyloxy-6,8-dioxabicyclo[3.2.1]octane-1-carbaldehyde C(C=C)OCCCCC1=CC=C(C=C1)CC=1C=C(C=CC1C)[C@]12[C@@H]([C@H]([C@@H]([C@](CO1)(O2)C=O)OCC2=CC=CC=C2)OCC2=CC=CC=C2)OCC2=CC=CC=C2